5-chloro-4-(((1S,2S,4R)-2-(dimethylamino)-4-hydroxy-4-(3-(trifluoromethyl)phenyl)-cyclohexyl)amino)-2-fluoro-N-(pyrimidin-4-yl)benzenesulfonamide Formate C(=O)O.ClC=1C(=CC(=C(C1)S(=O)(=O)NC1=NC=NC=C1)F)N[C@@H]1[C@H](C[C@](CC1)(C1=CC(=CC=C1)C(F)(F)F)O)N(C)C